N1C(=NC2=C1C=CC=C2)CNC2=NC(=NC=1N2N=CC1Br)N1CCC(CC1)CNC(OC(C)(C)C)=O tert-butyl [1-(4-{[(1H-benzimidazol-2-yl)methyl]amino}-8-bromopyrazolo[1,5-a][1,3,5]triazin-2-yl)piperidin-4-yl]methylcarbamate